C(C1=CC=CC=C1)N1C(C(CCC1=O)C1=CC=C(OCC(=O)NCCCCCNC(OC(C)(C)C)=O)C=C1)=O Tert-butyl (5-(2-(4-(1-benzyl-2,6-dioxopiperidin-3-yl)phenoxy)acetamido)pentyl)carbamate